FC=1C(=CC(=C(C(=O)NCC(C)O)C1)O[C@@H](C)CC(C)C)N1N=C(N(C1=O)C)C(C)C 5-fluoro-N-(2-hydroxypropyl)-4-[4-methyl-5-oxo-3-(propan-2-yl)-4,5-dihydro-1H-1,2,4-triazol-1-yl]-2-{[(2S)-4-methylpent-2-yl]oxy}benzamide